O=C1NC(CCC1C=1C=C(OCC(=O)N)C=CC1C(F)(F)F)=O 2-(3-(2,6-dioxopiperidin-3-yl)-4-(trifluoromethyl)phenoxy)acetamide